(2S,3S,4R,5R)-5-(2-(5-chloropyridin-3-yl)-6-((methyl-d3)-amino)-9H-purin-9-yl)-3,4-dihydroxyl-N-(methyl-d3)-tetrahydrofuran-2-carboxamide ClC=1C=C(C=NC1)C1=NC(=C2N=CN(C2=N1)[C@H]1[C@@H]([C@@H]([C@H](O1)C(=O)NC([2H])([2H])[2H])O)O)NC([2H])([2H])[2H]